C1(CC1)OC[C@@H](N1C(NCC(C1)(F)F)=O)C1=CC=2N(N=C1)C=C(N2)[C@H](CCC(C(F)(F)F)(C)C)NC(OC(C)(C)C)=O tert-butyl ((S)-1-(7-((S)-2-cyclopropoxy-1-(5,5-difluoro-2-oxotetrahydropyrimidin-1(2H)-yl)ethyl)imidazo[1,2-b]pyridazin-2-yl)-5,5,5-trifluoro-4,4-dimethylpentyl)carbamate